(4-benzoylphenyl)methylenebis(phosphonate) C(C1=CC=CC=C1)(=O)C1=CC=C(C=C1)C(P([O-])([O-])=O)P([O-])([O-])=O